COC(C1CCN(CC1)C1=CC=C(C=C1)C1C(COC2=CC(=CC=C12)OC1OCCCC1)C1=CC(=CC=C1)F)OC 4-(dimethoxymethyl)-1-(4-(3-(3-fluorophenyl)-7-((tetrahydro-2H-pyran-2-yl)oxy)chroman-4-yl)phenyl)piperidine